[C@@]12(C(=O)CC(CC1)C2(C)C)CS(=O)(=O)O |o1:0| (R) or (S)-camphorsulfonic acid